1-Amino-3-(((2,5-bis(trifluoromethyl)pyrazolo[1,5-a]pyrimidin-7-yl)amino)methyl)-3-(4-fluorophenyl)cyclobutane-1-carboxylic acid NC1(CC(C1)(C1=CC=C(C=C1)F)CNC1=CC(=NC=2N1N=C(C2)C(F)(F)F)C(F)(F)F)C(=O)O